2,5-bis(4-pyridyl)pyridine N1=CC=C(C=C1)C1=NC=C(C=C1)C1=CC=NC=C1